2-(5-fluoro-2,3-dimethoxyphenyl)-2-(3-((5-(5,6,7,8-tetrahydro-1,8-naphthyridin-2-yl)pentyl)oxy)azetidin-1-yl)acetic acid FC=1C=C(C(=C(C1)C(C(=O)O)N1CC(C1)OCCCCCC1=NC=2NCCCC2C=C1)OC)OC